FC1(CC(C1)NC(=O)C=1C=NN2C1C=C(C=C2)C2=CNC=1N=C(N=CC12)NC(C)C)F N-(3,3-difluorocyclobutyl)-5-(2-(isopropylamino)-7H-pyrrolo[2,3-d]pyrimidin-5-yl)pyrazolo[1,5-a]pyridine-3-carboxamide